methyl-piperidin-4-yl-3-(dimethylamino)propionamide formate salt C(=O)O.CC(C(=O)N)(CN(C)C)C1CCNCC1